CN(C)CCC[Si](OC)(OC)C N,N-dimethylaminopropylmethyldimethoxysilane